tert-butyl N-[(1R)-1-[[4-(2-naphthyloxy)-2-pyridyl]carbamoyl]propyl]carbamate C1=C(C=CC2=CC=CC=C12)OC1=CC(=NC=C1)NC(=O)[C@@H](CC)NC(OC(C)(C)C)=O